C(CC(O)(C(=O)[O-])CC(=O)[O-])(=O)[O-].[Na+].S(=O)(=O)(O)O.[Ca+2] Calcium sulphate sodium citrate